FC1=CC=C(C=C1)C=C1OC2=C(C1=O)C=CC(=C2)O 2-(4-fluorophenylmethylene)-6-hydroxybenzofuran-3(2H)-one